Thieno[3,2-b]Benzofuran S1C=CC=2OC3=C(C21)C=CC=C3